(S)-2-ethyl-4-(4-methoxy-2-methylthieno[3,2-e]benzofuran-7-yl)-4-oxobutanoic acid C(C)[C@H](C(=O)O)CC(=O)C1=CC2=C(C=C(C3=C2C=C(O3)C)OC)S1